OC(CCCCC(=O)O)C 6-Hydroxyheptanoic acid